(1S,2S)-2-[(benzyloxy)methyl]-3-methylcyclopropane-1-carboxylic acid C(C1=CC=CC=C1)OC[C@@H]1[C@H](C1C)C(=O)O